COC(\C=C(\CC(=O)OC)/N)=O (Z)-3-aminopent-2-enedioic acid dimethyl ester